NC1CC[C@@]2([C@H]3CC[C@]4([C@H]([C@@H]3CC[C@H]2C1)CC[C@@H]4[C@@H](CCCC(=O)OC)C)C)C methyl (5R)-5-[(1R,3aS,3bR,5aS,9aS,9bS,11aR)-7-amino-9a,11a-dimethylhexadecahydro-1H-cyclopenta[1,2-a]phenanthren-1-yl]hexanoate